4-Methylbenzenesulfonic acid 13-((tert-butyldimethylsilyl) oxy)-5-(8-((tert-butyldimethylsilyl) oxy) octyl)-5-hydroxytridecyl ester [Si](C)(C)(C(C)(C)C)OCCCCCCCCC(CCCCOS(=O)(=O)C1=CC=C(C=C1)C)(O)CCCCCCCCO[Si](C)(C)C(C)(C)C